FC(C=1C=NC(=NC1)N1CC(NCC1)=O)(F)F 4-(5-(trifluoromethyl)pyrimidin-2-yl)piperazin-2-one